ClC1=NC=C2C=C(N=C(C2=C1)O)C 7-chloro-3-methyl-2,6-naphthyridin-1-ol